(S)-3-fluoro-2-hydroxy-5-(2-(4-(pyrrolidin-1-yl)phenyl)thiomorpholine-4-carbonyl)benzaldehyde FC=1C(=C(C=O)C=C(C1)C(=O)N1C[C@@H](SCC1)C1=CC=C(C=C1)N1CCCC1)O